Tert-Butyl 6-(4-(2-Ethoxy-2-Oxoethyl)Thiazol-2-yl)-2,3-Dihydro-4H-Benzo[B][1,4]Oxazine-4-Carboxylate C(C)OC(CC=1N=C(SC1)C1=CC2=C(OCCN2C(=O)OC(C)(C)C)C=C1)=O